ClC=1C=C(C=C(C1OC=1C=C2C=CNC(C2=CC1)=O)Cl)N1N=C(C(NC1=O)=O)C#N (3,5-dichloro-4-((1-oxo-1,2-dihydroisoquinolin-6-yl)oxy)-phenyl)-3,5-dioxo-2,3,4,5-tetrahydro-1,2,4-triazine-6-carbonitrile